4-AMINO-5-METHYL-(1H)-PYRIDIN-2-ONE NC1=CC(NC=C1C)=O